(S)-N-(1-Cyanocyclopropyl)-9-(5-(difluoromethyl)-1,3,4-thiadiazol-2-yl)-4-(1-(3-hydroxypyrrolidine-1-carbonyl)piperidin-4-yl)-9H-pyrimido[4,5-b]indole-7-sulfonamide C(#N)C1(CC1)NS(=O)(=O)C1=CC=C2C3=C(N(C2=C1)C=1SC(=NN1)C(F)F)N=CN=C3C3CCN(CC3)C(=O)N3C[C@H](CC3)O